COC=1C=C(C=CC1OC)/C=C/C(=O)C=1C=C(C=NC1)OCC(=O)OC(C)(C)C tert-butyl (E)-2-((5-(3-(3,4-dimethoxyphenyl)acryloyl)pyridin-3-yl)oxy)acetate